FC=1C=C2/C(/C(NC2=CC1)=O)=C/C1=C(C(=CN1)NC(CN1CCCC1)=O)C (Z)-N-(5-((5-fluoro-2-oxoindol-3-ylidene)methyl)-4-methyl-1H-pyrrol-3-yl)-2-(pyrrolidin-1-yl)acetamide